N1(C=CCC=C1)[2H] 1,4-dihydropyridine-d